CC1=C(C=CC(=C1)C)C1=CC=C(O1)C(=O)NC=1C=NC=CC1 5-(2,4-dimethylphenyl)-N-(pyridin-3-yl)furan-2-carboxamide